C[C@H]1CCC(=NC1)C=1C=CC2=C(N=C(S2)C2=CC=NC=C2)C1 (S)-5-(5-methyl-3,4,5,6-tetrahydropyridin-2-yl)-2-(pyridin-4-yl)benzo[d]thiazole